C(CC)C=1C=C(C=C(C1)CCC)O 3,5-di-n-propylphenol